3-bromo-4-(1-phenylethoxy)thiophene BrC1=CSC=C1OC(C)C1=CC=CC=C1